ClC1=C(C=CC=C1)C1C(C[C@H](N1C(=O)C1=CC=C(C=C1)C1=C(C=CC=C1)OC)C(=O)O)C (2S)-5-(2-chlorophenyl)-1-(2'-methoxy-[1,1'-biphenyl]-4-carbonyl)-4-methylpyrrolidine-2-carboxylic acid